2-[2-[[6-fluoro-5-[4-(6-methoxyimidazo[1,2-a]-pyridin-2-yl)phenyl]pyridin-2-yl]-[(2-methylpropan-2-yl)oxycarbonyl]amino]ethoxy]ethyl 4-methylbenzenesulfonate CC1=CC=C(C=C1)S(=O)(=O)OCCOCCN(C(=O)OC(C)(C)C)C1=NC(=C(C=C1)C1=CC=C(C=C1)C=1N=C2N(C=C(C=C2)OC)C1)F